ClC1=CC=C2C(=N1)N(N=C2C#N)CCC(F)(F)F 6-Chloro-1-(3,3,3-trifluoropropyl)-1H-pyrazolo[3,4-b]pyridine-3-carbonitrile